4-cyclobutyl-2-methyl-5-(5-methyl-4H-1,2,4-triazol-3-yl)benzoic acid C1(CCC1)C1=CC(=C(C(=O)O)C=C1C1=NN=C(N1)C)C